2,5-dimethoxy-4-({6-[(1R,2S)-5'-methoxy-2'-oxo-1',2'-dihydrospiro[cyclopropane-1,3'-indol]-2-yl]-1H-indazol-3-yl}amino)benzene-1-sulfonamide COC1=C(C=C(C(=C1)NC1=NNC2=CC(=CC=C12)[C@@H]1C[C@@]12C(NC1=CC=C(C=C21)OC)=O)OC)S(=O)(=O)N